C(C)(C)(C)OC(=O)N1CCC(CC1)(F)C(N(C)[C@H](C(=O)OC(C)(C)C)C(C)C)=O (S)-4-((1-(tert-butoxy)-3-methyl-1-oxobut-2-yl)(methyl)carbamoyl)-4-fluoropiperidine-1-carboxylic acid tert-butyl ester